C(C)C1=CC(=C(C=C1)C1=NN=C(C(N1C)=O)N[C@H]1CN(CCC1)C([2H])([2H])[2H])O (R)-3-(4-ethyl-2-hydroxyphenyl)-4-methyl-6-((1-(methyl-d3)piperidin-3-yl)amino)-1,2,4-triazine-5(4H)-one